BrC1=NO[C@@H](C1)C=1C=CC(=C(C1)NC1=NC=C(C=C1)C(F)(F)F)C N-[5-[(5S)-3-bromo-4,5-dihydroisoxazol-5-yl]-2-methyl-phenyl]-5-(trifluoromethyl)pyridin-2-amine